C[C@H](CCOC1=CC=C(C=C1)[C@H](CC(=O)O)C#CC)CC (3S)-3-(4-{[(3S)-3-methylpentyl]oxy}phenyl)hex-4-ynoic acid